C(CCCCCCC(=O)NN)(=O)NN suberic acid dihydrazide